4-bromo-9-(hydroxymethylene)-5-((2-(trimethylsilyl)ethoxy)methyl)-6,7,8,9-tetrahydrocyclohepta[b]indol-10(5H)-one BrC=1C=CC=C2C3=C(N(C12)COCC[Si](C)(C)C)CCCC(C3=O)=CO